p-tolylsulfonic acid C1(=CC=C(C=C1)S(=O)(=O)O)C